2,4-dimethylheptane-2,6-diol CC(C)(CC(CC(C)O)C)O